FC(C=1C=C(CC2=CC(=NC=C2)NC=2C=C(C(=O)N[C@H]([C@H](O)C)C(=O)OC)C=CC2)C=CC1)(F)F Methyl (3-((4-(3-(trifluoromethyl)benzyl)pyridin-2-yl)amino)benzoyl)-D-allothreoninate